ClC=1C=C(C=CC1N1N=CC=N1)NC(=O)C=1C=NN(C1C(F)(F)F)C1=CN=CC2=CC=CC=C12 N-(3-chloro-4-(2H-1,2,3-triazol-2-yl)phenyl)-1-(isoquinolin-4-yl)-5-(trifluoromethyl)-1H-pyrazole-4-carboxamide